1-(2,2-difluoroethyl)-6,7-dimethoxy-4-[3-[2-(sulfamoylamino)ethyl]azetidin-1-yl]quinazoline FC(CN1CN=C(C2=CC(=C(C=C12)OC)OC)N1CC(C1)CCNS(N)(=O)=O)F